ethyl 3-(3-fluoro-4-methoxyphenyl)-3-(5-methyl-4-(4-(5,6,7,8-tetrahydro-1,8-naphthyridin-2-yl)butyl)oxazol-2-yl)propanoate FC=1C=C(C=CC1OC)C(CC(=O)OCC)C=1OC(=C(N1)CCCCC1=NC=2NCCCC2C=C1)C